(p-Azidosalicylamido)-4-(iodoacetamido)butane N(=[N+]=[N-])C=1C=C(C(C(=O)NCCCCNC(CI)=O)=CC1)O